NC1CCC(CC1)CN1CCC2(CN(C2)C2=NC=NC=C2OC2=C(C(=O)N(C(C)C)CC)C=C(C=C2)F)CC1 2-((4-(7-(((1r,4r)-4-aminocyclohexyl)methyl)-2,7-diazaspiro[3.5]non-2-yl)pyrimidin-5-yl)oxy)-N-ethyl-5-fluoro-N-isopropylbenzamide